C(#C)C1=CC=CC(=N1)C(C)N1C2CN(CC1C2)C2=CC=C(C=N2)C=2C=1N(C=C(C2)C=2C=NN(C2)C)N=CC1C#N 4-(6-(6-(1-(6-ethynylpyridin-2-yl)ethyl)-3,6-diazabicyclo[3.1.1]heptan-3-yl)pyridin-3-yl)-6-(1-methyl-1H-pyrazol-4-yl)pyrazolo[1,5-a]pyridine-3-carbonitrile